COC1=CC=C(OC2=CC=C(C=C2)NN)C=C1 4-(4-methoxyphenoxy)phenylhydrazine